C(C)OC=1C(=C(N)C=CC1)[N+](=O)[O-] 3-ethoxy-2-nitro-aniline